2,3-difluorobromobenzene C1=CC(=C(C(=C1)Br)F)F